C[C@](N)(CCCNC(N)=N)C(=O)O α-methylarginine